C(C(C)C)C1CC(C=2N1N=CC2)NCC[C@]2(CCOC1(CCCC1)C2)C2=NC=CC=C2 6-isobutyl-N-(2-((R)-9-(pyridin-2-yl)-6-oxaspiro[4.5]dec-9-yl)ethyl)-5,6-dihydro-4H-pyrrolo[1,2-b]pyrazol-4-amine